C(CCCCCCC)OC(CCCCC(=O)[O-])=O octyladipate